C(C)(=O)C=1C=CC(=C(C1)N1C(C2=CC=CC=C2C=C1CN1CCN(CC1)C(COC1=CC=C(C=C1)Cl)=O)=O)OC(C)C 2-(5-acetyl-2-isopropoxyphenyl)-3-((4-(2-(4-chlorophenoxy)acetyl)piperazin-1-yl)methyl)isoquinolin-1(2H)-one